ClC1=C(C=C(C=C1)NC(=O)N1C2CC(CC1(C2)C=2OC(=NN2)C)C(F)(F)F)C2=NN(C=N2)C cis-N-(4-chloro-3-(1-methyl-1H-1,2,4-triazol-3-yl)phenyl)-1-(5-methyl-1,3,4-oxadiazol-2-yl)-3-(trifluoromethyl)-6-azabicyclo[3.1.1]heptane-6-carboxamide